FC=1C=C(CC=2C=C3C(=NNC3=CC2)NC(C2=C(C=C(C=C2)N2CCN(CC2)CC2=C(C=CC=C2)NC2C(NC(CC2)=O)=O)NC2CCOCC2)=O)C=C(C1)F N-(5-(3,5-difluorobenzyl)-1H-indazol-3-yl)-4-(4-(2-((2,6-dioxopiperidin-3-yl)amino)benzyl)piperazin-1-yl)-2-((tetrahydro-2H-pyran-4-yl)amino)benzamide